(1R,3R,5R)-2-(3-(ethylsulfonyl)benzoyl)-N-((R)-(2-fluoro-4-(trifluoromethyl)phenyl)(3-oxetanyl)methyl)-2-azabicyclo[3.1.0]hexane-3-carboxamide C(C)S(=O)(=O)C=1C=C(C(=O)N2[C@@H]3C[C@@H]3C[C@@H]2C(=O)N[C@H](C2COC2)C2=C(C=C(C=C2)C(F)(F)F)F)C=CC1